7-bromo-5-(hydroxymethyl)thieno[3,2-b]pyridine-3-carboxylic acid tert-butyl ester C(C)(C)(C)OC(=O)C1=CSC=2C1=NC(=CC2Br)CO